C(C)C=1C=C(C=NC1)C1CCN(CC1)C(=O)OC(C)(C)C tert-Butyl 4-(5-ethylpyridin-3-yl)piperidine-1-carboxylate